ClC1=C(C=C2C=C(N=CC2=C1)NC(=O)[C@H]1CC12CCOCC2)C2CCN(CC2)[C@@]2(COC[C@@H]2O)C (1S)-N-(7-chloro-6-(1-((3R,4R)-4-hydroxy-3-methyltetrahydrofuran-3-yl)piperidin-4-yl)isoquinolin-3-yl)-6-oxaspiro[2.5]octane-1-carboxamide